3-FORMYL-1H-INDOLE-6-CARBOXYLIC ACID ETHYL ESTER C(C)OC(=O)C1=CC=C2C(=CNC2=C1)C=O